C(C1=CC=CC=C1)C1=NSC(=N1)C1=NC=CC=C1 3-benzyl-5-(pyridin-2-yl)-1,2,4-thiadiazole